1-[5-(benzyloxy)-1H-benzimidazol-1-yl]-2-methylpropan-2-ol C(C1=CC=CC=C1)OC1=CC2=C(N(C=N2)CC(C)(O)C)C=C1